(3S,5R)-5-Fluoropiperidin F[C@@H]1CCCNC1